(S)-1-bromo-8-fluoro-N,N-dimethyl-5,6-dihydro-4H-pyrrolo[3,2,1-ij]quinolin-5-amine BrC1=CN2C[C@H](CC3=CC(=CC1=C23)F)N(C)C